N1C=C(C2=CC=CC=C12)C[C@H](C(C)C)NC(OC(C)(C)C)=O tert-butyl (R)-(1-(1H-indol-3-yl)-3-methylbutan-2-yl)carbamate